(R)-tert-butyl 3-(4-(methoxycarbonyl)-phenyl)piperazine-1-carboxylate COC(=O)C1=CC=C(C=C1)[C@@H]1CN(CCN1)C(=O)OC(C)(C)C